CP(=O)(C)C=1C=NC(=NC1)N1C[C@H](N([C@H](C1)C)C(=O)OC1CC2(CN(C2)CC2=CC=CC=C2)C1)C 2-benzyl-2-azaspiro[3.3]heptan-6-yl (2R,6S)-4-(5-(dimethylphosphoryl)pyrimidin-2-yl)-2,6-dimethylpiperazine-1-carboxylate